C(C)(C)(C)C1=C(C(=O)NC2=CC=C(C=C2)C=2C3=C(NC(CN2)=O)C2=CC=CC=C2C=C3)C=CC=C1 5-[4-(2-tert-butylbenzoylamino)phenyl]-1,3-dihydronaphtho[1,2-e]-1,4-diazepine-2-one